C(C=C)N1COC2=C(C1)C=CC=C2 3-allyl-3,4-dihydro-2H-benzo[e][1,3]oxazine